2-{4-[5-chloro-2-(4,5-dihydro-1,2-oxazol-3-yl)phenyl]-5-methoxy-2-oxopyridin-1(2H)-yl}-3-[(2S)-tetrahydro-2H-pyran-2-yl]propionic acid ClC=1C=CC(=C(C1)C1=CC(N(C=C1OC)C(C(=O)O)C[C@H]1OCCCC1)=O)C1=NOCC1